ClC1=C(OC=2C=CC=3N(N2)C=NC(C3C3=C(C=CC=C3Cl)Cl)=O)C=C(C=C1)Cl 2-(2,5-dichlorophenoxy)-5-(2,6-dichlorophenyl)-6H-pyrimido[1,6-b]pyridazin-6-one